N-(4-bromopyridin-2-yl)-2-[(1S,4S)-5-methyl-2,5-diazabicyclo[2.2.1]heptan-2-yl]acetamide BrC1=CC(=NC=C1)NC(CN1[C@@H]2CN([C@H](C1)C2)C)=O